NC1(CN(CC1)C(C)=O)C (3-amino-3-methylpyrrolidin-1-yl)ethan-1-one